CNC(=O)NC1=NC=CC2=C1C=CN2C2=C1N=CNC1=NC(=N2)C2=NC(=CC=C2)C 1-methyl-3-{1-[2-(6-methylpyridin-2-yl)-9H-purin-6-yl]-1H-pyrrolo[3,2-c]pyridin-4-yl}urea